CC=1SC=C(C1C)C1=CC=C(C=C1)C=1C=NN(C1)CC(=C=O)N(C)C methyl-4-(4-(1-(2-(dimethylamino)-2-carbonylethyl)-1H-pyrazol-4-yl)phenyl)-3-methylthiophene